3-(2-chloro-5-((1-(2-isopropyl-3,6-dimethyl-4-oxo-4H-chromen-8-yl)ethyl)amino)pyrimidin-4-yl)-6-hydroxy-2-methylbenzaldehyde ClC1=NC=C(C(=N1)C=1C(=C(C=O)C(=CC1)O)C)NC(C)C=1C=C(C=C2C(C(=C(OC12)C(C)C)C)=O)C